N-nonylmethylamine C(CCCCCCCC)NC